[F-].C(CCCCCC)[N+]1=CC=C(C=C1)CCCC 1-heptyl-4-butylpyridinium fluoride